(R)-N-(3-(4-fluorophenyl)-1,4-dimethyl-1H-pyrazol-5-yl)-2-(2,2,3,3-tetrafluorocyclobutyl)acetamide FC1=CC=C(C=C1)C1=NN(C(=C1C)NC(C[C@H]1C(C(C1)(F)F)(F)F)=O)C